(3aS,5S,6aR)-5-((2-fluoropyridin-3-yl)oxy)-2-(4-hydroxyphenethyl)hexahydrocyclopenta[c]pyrrol-3a(1H)-ol FC1=NC=CC=C1O[C@@H]1C[C@@]2([C@@H](CN(C2)CCC2=CC=C(C=C2)O)C1)O